(3-(2-methyl-2H-pyrazolo[3,4-b]pyridin-5-yl)-6-quinoxalinyl)((1R,5S)-6-oxa-3-azabicyclo[3.1.1]heptan-3-yl)methanone CN1N=C2N=CC(=CC2=C1)C=1C=NC2=CC=C(C=C2N1)C(=O)N1C[C@@H]2O[C@H](C1)C2